ClC=1C=C(C=CC1OCC1=NC=CN=C1)NC1=NC=NC2=CC(=C(C=C12)OC1CCNCC1)OC N-(3-chloro-4-(pyrazin-2-ylmethoxy)phenyl)-7-methoxy-6-(piperidin-4-yloxy)quinazolin-4-amine